2-bromo-4-(difluoromethoxy)-6-methanesulfonylpyridine BrC1=NC(=CC(=C1)OC(F)F)S(=O)(=O)C